methyl 3-(9-((4-(aminomethyl)-2,6-dimethylphenyl)carbamoyl)-4,5-dihydrobenzo[b]thieno[2,3-d]oxepin-8-yl)-6-((3-hydroxypropyl)carbamoyl)picolinate NCC1=CC(=C(C(=C1)C)NC(=O)C1=CC2=C(OCCC3=C2SC=C3)C=C1C=1C(=NC(=CC1)C(NCCCO)=O)C(=O)OC)C